3,4,5-trihydroxyphenylacetic acid OC=1C=C(C=C(C1O)O)CC(=O)O